CC1(OB(OC1(C)C)C1=CC=C(C=C1)P(C=C)(C=C)=O)C (4-(4,4,5,5-tetramethyl-1,3,2-dioxaborolan-2-yl)phenyl)divinylphosphine oxide